BrC=1C=CC2=C(N(C=N2)C2COC2)C1 6-bromo-1-(oxetan-3-yl)benzimidazole